(R)-1-(4-(2-Cyanopyrrolidin-1-yl)benzyl)-3-(2-ethynylthiazol-4-yl)urea C(#N)[C@@H]1N(CCC1)C1=CC=C(CNC(=O)NC=2N=C(SC2)C#C)C=C1